2-chloro-N-(1,3-dimethylpyrazol-4-yl)sulfonyl-6-[3-(2-dispiro[2.0.2.1]heptan-7-ylethoxy)pyrazol-1-yl]pyridine-3-carboxamide ClC1=NC(=CC=C1C(=O)NS(=O)(=O)C=1C(=NN(C1)C)C)N1N=C(C=C1)OCCC1C2(C13CC3)CC2